N-{4-[(3S)-3-aminopiperidin-1-yl]-2,3-dihydrofuro[2,3-b]pyridin-5-yl}-2-(2,6-difluorophenyl)-1,3-thiazole-4-carboxamide N[C@@H]1CN(CCC1)C1=C2C(=NC=C1NC(=O)C=1N=C(SC1)C1=C(C=CC=C1F)F)OCC2